ClC=1C=CC(=NC1)C1(OC2=C(N1)C(=CC=C2)C2CCN(CC2)CC2=NC1=C(N2C[C@H]2OCC2)C=C(C=C1)C(=O)O)C(F)(F)F 2-((4-(2-(5-chloropyridin-2-yl)-2-(trifluoromethyl)-2,3-dihydrobenzo[d]oxazol-4-yl)piperidin-1-yl)methyl)-1-(((S)-oxetan-2-yl)methyl)-1H-benzo[d]imidazole-6-carboxylic acid